ClC1=C(CNC(=O)[C@]2(C=3C=CC=NC3[C@H](CC2)O)F)C(=CC(=C1)Cl)C(F)F (5s,8s)-N-(2,4-dichloro-6-(difluoromethyl)benzyl)-5-fluoro-8-hydroxy-5,6,7,8-tetrahydroquinoline-5-carboxamide